2-(6-(6-methylpyrazin-2-ylamino)pyrimidin-4-ylamino)benzamide CC1=CN=CC(=N1)NC1=CC(=NC=N1)NC1=C(C(=O)N)C=CC=C1